N1(N=CN=C1)CCNC1=C(C=CC(=C1)NC1=CC=CC=C1)C1=C(C=CC=C1)CO (2'-(2-(1H-1,2,4-triazol-1-yl)ethylamino)-4'-(phenylamino)biphenyl-2-yl)methanol